CC1OC(CN(C1)C1=CC=C(C=C1)NC1=CC2=C(N(C(N2C)=O)CCNC)C=C1)C 5-((4-(2,6-Dimethylmorpholino)phenyl)amino)-3-methyl-1-(2-(methylamino)ethyl)-1H-benzo[d]imidazol-2(3H)-one